OC(COCCCCCCCCOCC(CO)O)CO 1,8-bis(2,3-dihydroxypropoxy)octane